COC(C1=CN=C(C=C1NCC(CO)(C)C)Cl)=O.OC\N=C(/N)\C1=NC=CC=C1 (Z)-N'-hydroxymethylpyridineamidine methyl-6-chloro-4-((3-hydroxy-2,2-dimethylpropyl)amino)nicotinate